C1=C(C=CC2=CC=CC=C12)CC1=C(CN)C=CC=C1 2-(naphthalene-2-ylmethyl)benzyl-amine